lead bromine butanediamine C(CCC)(N)N.[Br].[Pb]